Br.N1CC(CCC1)=O 3-piperidinone hydrobromide